FC1CC(N(C1)C(CC=1OC=NN1)=O)C(=O)NC(C1=CC=C(C=C1)C(C)C)C1=CC=CC=C1 4-fluoro-1-[2-(1,3,4-oxadiazol-2-yl)acetyl]-N-{phenyl[4-(propan-2-yl)phenyl]methyl}pyrrolidine-2-carboxamide